C(C)OC[C@@H]1COCCN1C[C@@H]1NC[C@H](N(C1)C(=O)OC(C)(C)C)C tert-butyl (2R,5S)-5-(((R)-3-(ethoxymethyl) morpholino) methyl)-2-methylpiperazine-1-carboxylate